[6-[[1-(trifluoromethyl)pyrazol-4-yl]methyl]-2-azaspiro[3.3]heptan-2-yl]methanone FC(N1N=CC(=C1)CC1CC2(CN(C2)C=O)C1)(F)F